C1(=CC=CC=C1)C(=CC1=CC=C(C=C1)C=1C2=CC=CC=C2C(=C2C=CC=CC12)C1=CC=C(C=C1)C=C(C1=CC=CC=C1)C1=CC=CC=C1)C1=CC=CC=C1 9,10-bis[4-(2,2-Diphenylvinyl)phenyl]anthracene